acetoxy-7α-hydroxy-11-oxo-6α-ethyl-5β-cholan-24-ol C(C)(=O)OC(CC[C@@H](C)[C@H]1CC[C@H]2[C@@H]3[C@@H]([C@@H]([C@@H]4CCCC[C@]4(C)[C@H]3C(C[C@]12C)=O)CC)O)O